O1CCNCC12CCN(CC2)C(=O)OC(C)(C)C tertbutyl 1-oxa-4,9-diazaspiro[5.5]undecane-9-carboxylate